Di-tert-butyl 2,2'-(((6-cyanopyridin-3-yl)methyl)azanediyl)diacetate C(#N)C1=CC=C(C=N1)CN(CC(=O)OC(C)(C)C)CC(=O)OC(C)(C)C